(R)-N-((2-(6-((cis)-2,6-dimethylmorpholino)pyridin-2-yl)-1,6-naphthyridin-7-yl)methyl)-3-hydroxy-2,3-dihydrobenzo[b]thiophene-6-carboxamide 1,1-dioxide C[C@@H]1O[C@@H](CN(C1)C1=CC=CC(=N1)C1=NC2=CC(=NC=C2C=C1)CNC(=O)C=1C=CC2=C(S(C[C@@H]2O)(=O)=O)C1)C